NC=1C(=CC=C2C=CC(=NC12)C1=CC=CC=C1)C=O 8-amino-2-phenylquinoline-7-carbaldehyd